C(CCCCCCCCCCCCCCCCCCC)OC(C=C)=O.C(C)(C)N1N=NC(=C1)C=C1CN(CC(C1=O)=CC=1N=NN(C1)C(C)C)S(=O)(=O)C1=CC=CC=C1 3,5-bis((1-isopropyl-1H-1,2,3-triazol-4-yl)methylene)-1-(phenylsulfonyl)piperidin-4-one n-eicosyl-acrylate